tert-butyl (2-(2-(4-(4-(2,6-dioxopiperidin-3-yl)-2-fluorophenyl)piperazin-1-yl)ethyl)-4,4-difluoro pyrrolidin-1-yl)carbamate O=C1NC(CCC1C1=CC(=C(C=C1)N1CCN(CC1)CCC1N(CC(C1)(F)F)NC(OC(C)(C)C)=O)F)=O